N1(C=NC=C1)C1=CN=C(C(=N1)C(=O)NC1CCC(CC1)OC)NC 6-(1H-imidazol-1-yl)-N-((1r,4r)-4-methoxycyclohexyl)-3-(methylamino)pyrazine-2-carboxamide